O[C@H](C(=O)O)CC (2S)-2-Hydroxy-butanoic acid